NC=1C(=CC(=C(C1)CO)Br)OC (5-amino-2-bromo-4-methoxyphenyl)methanol